C(C)C1=CC(=NN1)C1(NC(=NC2=CC=CC=C12)NC1=C(C=C(C=C1)F)F)N 4-(5-ethyl-1H-pyrazol-3-yl)-N2-(2,4-difluorophenyl)quinazoline-2,4-diamine